8-Chloro-3-ethyl-9-fluoro-5-hydroxy-1-(4-methoxybenzyl)-1H-pyrimido[4,5,6-de]quinazolin-2(3H)-one ClC1=CC=2C3=C(N(C(N(C3=C1F)CC1=CC=C(C=C1)OC)=O)CC)N=C(N2)O